FC1=C(CN2[C@@H](CCC2=O)CC(=O)N[C@H](C(=O)NS(=O)(=O)CC)C(C)C)C=CC=C1F (S)-2-(2-((S)-1-(2,3-Difluorobenzyl)-5-oxopyrrolidin-2-yl)acetamido)-N-(ethylsulfonyl)-3-methylbutanamide